Cl.N1CCC(CC1)CCC#N 3-(piperidin-4-yl)propanenitrile hydrochloride